BrC=1C(=CC(N(C1)C(C(=O)OCC)CC(C)(C)F)=O)C(F)(F)F ethyl 2-(5-bromo-2-oxo-4-(trifluoromethyl)pyridin-1(2H)-yl)-4-fluoro-4-methylpentanoate